CN(C)CC1CN(C1)C(=O)OCC(COC(CCC(OCCCCCCCC)OCCCCCCCC)=O)COC(CCCCCCC\C=C/C\C=C/CCCCC)=O 3-((4,4-bis(octyloxy)butanoyl)oxy)-2-((((9Z,12Z)-octadeca-9,12-dienoyl)oxy)-methyl)propyl 3-((dimethylamino)methyl)azetidine-1-carboxylate